3-diazo-1-methylindoline [N+](=[N-])=C1CN(C2=CC=CC=C12)C